CC1(C2=CC=CC(=C2C=2C=CC(=CC12)C1=C(C=CC=C1)B1OC(C(O1)(C)C)(C)C)C1=CC=CC=C1)C 2-(2-(9,9-dimethyl-5-phenyl-9H-fluoren-2-yl)phenyl)-4,4,5,5-tetramethyl-1,3,2-dioxaborolane